N[C@@H]1C2=CC(=CC=C2CC12CCN(CC2)C=2NC(C1=C(N2)NN=C1C(=C)C1=CC=CC=C1)=O)F (S)-6-(1-amino-6-fluoro-1,3-dihydro-spiro[indene-2,4'-piperidin]-1'-yl)-3-(1-phenylvinyl)-1H-pyrazolo[3,4-d]pyrimidin-4(5H)-one